3-(2-(trifluoromethyl)phenoxy)pyrrolidine ethyl-4-(2-fluoro-6-(methoxymethoxy)-8-(4,4,5,5-tetramethyl-1,3,2-dioxaborolan-2-yl)naphthalen-1-yl)butanoate C(C)OC(CCCC1=C(C=CC2=CC(=CC(=C12)B1OC(C(O1)(C)C)(C)C)OCOC)F)=O.FC(C1=C(OC2CNCC2)C=CC=C1)(F)F